tert-butyl N-{1-methoxy-2-[3-(trifluoromethyl)phenyl]propan-2-yl}carbamate COCC(C)(C1=CC(=CC=C1)C(F)(F)F)NC(OC(C)(C)C)=O